ClC=1C=C(C=CC1O)C=1C=C2C=NN(C2=CC1)C=1C(=CC(=C(C1)O)F)F 5-(5-(3-Chloro-4-hydroxyphenyl)-1H-indazol-1-yl)-2,4-difluorophenol